C(=O)(O)CSCCSCC(=O)O 1,2-bis(carboxymethylthio)-ethane